ClC=1C(=CC(=C(CNC(CO)(CO)C)C1)OCCCCN1C[C@@H](CC1)O)OCC1=C(C(=CC=C1)C1=CC2=C(OCCO2)C=C1)C (R)-2-((5-Chloro-4-((3-(2,3-dihydrobenzo[b][1,4]dioxin-6-yl)-2-methylbenzyl)oxy)-2-(4-(3-hydroxypyrrolidin-1-yl)butoxy)benzyl)amino)-2-methylpropane-1,3-diol